(R)-(4-amino-7-(trifluoromethyl)chroman-4-yl)methanol N[C@@]1(CCOC2=CC(=CC=C12)C(F)(F)F)CO